Copper (II) tetrachloride [Cu-2](Cl)(Cl)(Cl)Cl